2-(1-(3-chlorophenyl)-1H-pyrazol-4-yl)-N-(3-((R)-2,2-difluorocyclopropyl)-1H-pyrazol-5-yl)propanamide ClC=1C=C(C=CC1)N1N=CC(=C1)C(C(=O)NC1=CC(=NN1)[C@@H]1C(C1)(F)F)C